cetylstearyl alcohol ethyl-caproate C(C)C(C(=O)OCCCCCCCCCCCCCCCCCCCCCCCCCCCCCCCCCC)CCCC